cytidine-5'-diphosphate sodium salt [Na+].P([O-])(=O)(OP(=O)([O-])[O-])OC[C@@H]1[C@H]([C@H]([C@@H](O1)N1C(=O)N=C(N)C=C1)O)O.[Na+].[Na+]